CC(CN(C(=O)C1=NN(C(N1)=O)C)C)(CC1=CC=CC=C1)C N-(2,2-dimethyl-3-phenylpropyl)-N,1-dimethyl-5-oxo-4,5-dihydro-1H-1,2,4-triazole-3-carboxamide